FC1=C(C=C(C=C1)F)C=1C=C2C(=NN(C2=CC1)C(C1=CC=CC=C1)(C1=CC=CC=C1)C1=CC=CC=C1)NC(=O)[C@H]1CN(CCC1)C(=O)OC(C)(C)C tert-Butyl (3R)-3-{[5-(2,5-difluorophenyl)-1-trityl-1H-indazol-3-yl]carbamoyl}piperidine-1-carboxylate